N(=C=O)CC1=C(C(=O)N)C=CC=C1 Isocyanatomethyl-Benzamide